FC(CN1CC(N(CCC1)CC1=C2C=CN(C2=C(C=C1OC)C)C(=O)OC(C)(C)C)C1=CC=C(C=C1)C(=O)OC)F tert-butyl 4-((4-(2,2-difluoroethyl)-2-(4-(methoxycarbonyl)phenyl)-1,4-diazepan-1-yl)methyl)-5-methoxy-7-methyl-1H-indole-1-carboxylate